(S)-(2-(2-hydroxypropan-2-yl)-4-methyloxazol-5-yl)(4-(5-methylbenzo[d]oxazol-2-yl)-6,7-dihydro-1H-imidazo[4,5-c]pyridin-5(4H)-yl)methanone OC(C)(C)C=1OC(=C(N1)C)C(=O)N1[C@@H](C2=C(CC1)NC=N2)C=2OC1=C(N2)C=C(C=C1)C